C1(=CC(=CC=C1)N(C=1C2=CC=CC=C2C(=C2C=CC=CC12)N(C=1C=C(C=CC1)C)C=1C=C(C=CC1)C)C=1C=C(C=CC1)C)C N,N,N',N'-tetra(m-tolyl)anthracene-9,10-diamine